BrC=1C=C(C=C2NC(C(=NC12)C)=O)CN1CCC(=CC1)C=1C(=NC(=CC1)C(=O)NC)F 1'-((8-bromo-2-methyl-3-oxo-3,4-dihydroquinoxalin-6-yl)methyl)-2-fluoro-N-methyl-1',2',3',6'-tetrahydro-[3,4'-bipyridine]-6-carboxamide